(R)-N-(1-(3-fluorophenyl)ethyl)-6-(1H-pyrrolo[2,3-b]pyridin-3-yl)quinazolin-4-amine FC=1C=C(C=CC1)[C@@H](C)NC1=NC=NC2=CC=C(C=C12)C1=CNC2=NC=CC=C21